C(C)(C)(C)C=1C=CC(=C(C1)C1=CC=CC=C1)NC=1C2=C(SC1)C=C1C=CC=CC1=C2 N-(5-tert-butyl-[1,1'-biphenyl]-2-yl)naphtho[2,3-b]thiophen-3-amine